FC1=C(C=C(C(=C1)OC)OCC1=C(C=CC=2OCOC21)F)N2C(NC=1C(C2=O)=C(SC1)C(=O)O)=O 3-(2-fluoro-5-[(5-fluoro-2H-1,3-benzodioxol-4-yl)methoxy]-4-methoxyphenyl)-2,4-dioxo-1H-thieno[3,4-d]pyrimidine-5-carboxylic acid